2-amino-4-bromo-5-methoxyphenol NC1=C(C=C(C(=C1)Br)OC)O